1-(4-Bromophenyl)-2-(4-chlorophenyl)-2,11-dihydroimidazo[1',5':1,2]pyrido[3,4-b]indol-4-ium BrC1=CC=C(C=C1)C=1N(C=[N+]2C1C=1NC3=CC=CC=C3C1C=C2)C2=CC=C(C=C2)Cl